2-(2-((5-(1-aminoisoquinolin-7-yl)-1-methyl-1H-indazol-3-yl)methoxy)phenyl)acetic acid NC1=NC=CC2=CC=C(C=C12)C=1C=C2C(=NN(C2=CC1)C)COC1=C(C=CC=C1)CC(=O)O